ClC1=CC=C(C=C1)NC(=O)NC=1SC(=CC1)C1=C(C=CC=C1)Cl 1-(4-Chlorophenyl)-3-[5-(2-chlorophenyl)thiophen-2-yl]urea